1,4-Bistrimethylsilylbenzene C[Si](C1=CC=C(C=C1)[Si](C)(C)C)(C)C